2-(4-Methylpiperazin-1-yl)-1-(6-(phenylamino)-3,4-dihydroisoquinolin-2(1H)-yl)ethan-1-one CN1CCN(CC1)CC(=O)N1CC2=CC=C(C=C2CC1)NC1=CC=CC=C1